Methyl (R)-2-(6,7-dimethoxy-3-oxo-1,3-dihydro-2H-benzo[4,5]thieno[2,3-c]pyrrol-2-yl)-3-hydroxypropanoate COC1=CC2=C(C3=C(C(N(C3)[C@@H](C(=O)OC)CO)=O)S2)C=C1OC